CN(C1=CC(=C(C=C1)OC)NC([C@@H](NCCCCCCCC)CC(C)C)=O)C1=CC(OC2=CC=CC=C12)=O 4-(N-methyl-N-(3-(N-N-octyl-L-leucinylamino)-4-methoxyphenyl)-amino)coumarin